ClC1=C(C=CC(=C1)Cl)[S+](C1=CC=CC=C1)C1=C(C=C(C=C1)Cl)Cl bis(2,4-dichlorophenyl)phenylsulfonium